N-(2-fluoro-4-(trifluoromethyl)benzyl)-5-(methylsulfonyl)thiophene-2-carboxamide FC1=C(CNC(=O)C=2SC(=CC2)S(=O)(=O)C)C=CC(=C1)C(F)(F)F